(+-)-2-((1R,3R,5R)-spiro[bicyclo[3.2.0]heptane-6,2'-[1,3]dioxolan]-3-yl)acetic acid O1C2(OCC1)[C@@H]1C[C@@H](C[C@@H]1C2)CC(=O)O |r|